C(C)OC[C@H](C)NC1=NNC2=NC=CC(=C21)OC2=C(C=C(C=C2)NC(=O)C=2C(N(N=CC2)C2=CC=C(C=C2)F)=O)F (S)-N-(4-((3-((1-ethoxypropan-2-yl)amino)-1H-pyrazolo[3,4-b]pyridin-4-yl)oxy)-3-fluorophenyl)-2-(4-fluorophenyl)-3-oxo-2,3-dihydropyridazine-4-carboxamide